5-{(5aR,6R,7R,8aS)-7-hydroxy-6-[(E,3R)-3-hydroxy-4-phenoxy-1-buten-1-yl]octahydro-2H-cyclopenta[b]oxepin-3-yl}pentanoic acid O[C@H]1[C@@H]([C@@H]2[C@@H](OCC(CC2)CCCCC(=O)O)C1)\C=C\[C@H](COC1=CC=CC=C1)O